cyclohexyl-tin C1(CCCCC1)[Sn]